7-(4-fluorobenzyl)-1-(3-hydroxypropyl)-3-methyl-8-(4-(trifluoromethyl)phenyl)-1H-purine-2,6(3H,7H)-dione FC1=CC=C(CN2C(=NC=3N(C(N(C(C23)=O)CCCO)=O)C)C2=CC=C(C=C2)C(F)(F)F)C=C1